Penta(ethyleneoxy)-tridecanoyl-dimethylsilylpropylchlorid C(COC(C(OCCCl)(OCCCl)Cl)C([Si](C)(C)C(CCCCCCCCCCCC)=O)(OCCCl)OCCCl)Cl